thiogalacturonic acid O=C[C@H](O)[C@@H](O)[C@@H](O)[C@H](O)C(=S)O